O1C(CCC1)CN1C=[N+](C=C1)CC1OCCC1 1,3-bis[(oxolan-2-yl)methyl]imidazolium